1-(6-bromopyridin-3-yl)-3-cyclohexyl-1-hydroxyurea BrC1=CC=C(C=N1)N(C(=O)NC1CCCCC1)O